delta-Aminolevulinic acid NCC(CCC(=O)O)=O